FC(C=1C=CC(=NC1)C=1CCN(CC1)C(=O)OC(C)(C)C)(F)F tert-Butyl 5-(trifluoromethyl)-3',6'-dihydro-[2,4'-bipyridine]-1'(2'H)-carboxylate